Tert-butyl 4-[[1-[1-[1-[(4-methoxy phenyl)methyl]-2,6-dioxo-3-piperidyl]-3-methyl-2-oxo-benzimidazol-5-yl]-4-piperidyl]methyl]piperidine-4-carboxylate COC1=CC=C(C=C1)CN1C(C(CCC1=O)N1C(N(C2=C1C=CC(=C2)N2CCC(CC2)CC2(CCNCC2)C(=O)OC(C)(C)C)C)=O)=O